({[(2R,3S,4R,5R)-5-[2-chloro-6-(cyclopentylamino)-9H-purin-9-yl]-3,4-dihydroxyoxolanyl-2-yl]methoxy}methyl)phosphonic acid ClC1=NC(=C2N=CN(C2=N1)[C@H]1[C@@H]([C@@H](C(O1)=COCP(O)(O)=O)O)O)NC1CCCC1